NC1=C(C#N)C=C(C=C1I)C(F)F 2-amino-5-(difluoromethyl)-3-iodo-benzonitrile